1,1,1,3,3,3-hexafluoropropan-2-yl (+)-1-(methyl(pyridin-2-yl)carbamoyl)-6-azaspiro[2.5]octane-6-carboxylate CN(C(=O)C1CC12CCN(CC2)C(=O)OC(C(F)(F)F)C(F)(F)F)C2=NC=CC=C2